Chlorofluorenecarboxylic acid ClC1=C(C=2CC3=CC=CC=C3C2C=C1)C(=O)O